2-Methyl-2-propanyl (3aS,4S,6aR)-4-hydroxy-5,5-dimethylhexahydrocyclopenta[c]pyrrole-2(1H)-carboxylate Sodium borohydride [BH4-].[Na+].O[C@@H]1C(C[C@H]2CN(C[C@H]21)C(=O)OC(C)(C)C)(C)C